FC(C=1C=C(C=C(C1)C(F)(F)F)NC=1N=CC2=C(N1)N(C=C2C2=CC=C(C=C2)CN2CCN(CC2)C)C2CCOCC2)(F)F N-(3,5-bis(trifluoromethyl)phenyl)-5-(4-((4-methylpiperazin-1-yl)methyl)phenyl)-7-(tetrahydro-2H-pyran-4-yl)-7H-pyrrolo[2,3-d]pyrimidin-2-amine